CN(CCN1N=CC2=CC(=CC(=C12)[N-]CC(C)C)NC1=NC=CC(=N1)C1=CN(C2=CC=CC=C12)C([2H])([2H])[2H])C N-(1-(2-(dimethylamino)ethyl)-5-((4-(1-(trideuteromethyl)-1H-indol-3-yl)pyrimidine-2-yl)amino)-1H-indazol-7-yl)isobutylamide